COC(COC(CON=C(C)C)=O)=O (isopropylidene)aminooxyacetic acid 2-(methoxy)-2-oxoethyl ester